OC[C@H](C1=CC=CC=C1)NC1=NC(=NC=C1C=1OC(=NN1)C=1C=NC=CC1)NC1=CC=C2C(=N1)N(N(C2=O)COC)C(C)C (S)-6-((4-((2-hydroxy-1-phenylethyl)amino)-5-(5-(pyridin-3-yl)-1,3,4-oxadiazol-2-yl)pyrimidin-2-yl)amino)-1-isopropyl-2-(methoxymethyl)-1,2-dihydro-3H-pyrazolo[3,4-b]pyridin-3-one